3-amino-6-tert-butyl-10-chloro-9-(3-methoxypropoxy)-6H,7H-pyrido[2,1-a]isoquinolin-2-one NC=1C(C=C2N(C(CC3=CC(=C(C=C23)Cl)OCCCOC)C(C)(C)C)C1)=O